4-(((8-methyl-4-oxo-3,4-dihydroquinazolin-2-yl)methyl)thio)azepane-1-carboxylic acid tert-butyl ester C(C)(C)(C)OC(=O)N1CCC(CCC1)SCC1=NC2=C(C=CC=C2C(N1)=O)C